[3-(2,5-dimethylphenyl)-8-methoxy-2-oxo-1-azaspiro[4.5]dec-3-en-4-yl] ethyl carbonate C(OC1=C(C(NC12CCC(CC2)OC)=O)C2=C(C=CC(=C2)C)C)(OCC)=O